(dichlorobenzylidene)(tricyclohexylphosphine) ruthenium [Ru].ClC1=C(C(Cl)=C2C(CCCC2)P(C2CCCCC2)C2CCCCC2)C=CC=C1